FC=1C=C(C(=O)NC2=CC=C(C=C2)C(\C=C\C2=CC=C(C=C2)N(C)CCO)=O)C=CC1 3-Fluoro-N-[4-[(E)-3-[4-[2-hydroxyethyl(methyl)amino]phenyl]prop-2-enoyl]phenyl]benzamide